N-[5-(methoxymethyl)-1-methyl-1H-pyrazol-3-yl]azetidine-3-carboxamide hydrochloride Cl.COCC1=CC(=NN1C)NC(=O)C1CNC1